CC1=CN(C2=CC=C(C=C12)N1CNCC=C1)C1COC(OC1)CN1CCNCC1 1-(3-Methyl-1-((2r,5r)-2-(piperazin-1-ylmethyl)-1,3-dioxan-5-yl)-1H-indol-5-yl)dihydropyrimidine